NC1=CC=C(C(=N1)C)CNC([C@H](C)NC([C@@H](CCC1=CC=CC=C1)NCCCCC)=O)=O (R)-N-((S)-1-(((6-amino-2-methylpyridin-3-yl)methyl)amino)-1-oxopropan-2-yl)-2-(pentylamino)-4-phenylbutanamide